C1(=CC=C(C=C1)OB(O)O)C p-tolyl-boric acid